N1N=NC=C1[C@@H]1CN(CC1)C=O ((S)-3-(1H-triazol-5-yl)pyrrolidin-1-yl)methanone